ClC1=C(C=C(C(=C1)B1OC(C(O1)(C)C)(C)C)C)O 2-chloro-5-methyl-4-(4,4,5,5-tetramethyl-1,3,2-dioxaborolan-2-yl)phenol